tert-butyl 7-(2-((6-cyanopyridin-3-yl)(4-isopropylbenzyl)amino)ethyl)-6,8-dioxa-2-azaspiro[3.5]nonane-2-carboxylate C(#N)C1=CC=C(C=N1)N(CCC1OCC2(CN(C2)C(=O)OC(C)(C)C)CO1)CC1=CC=C(C=C1)C(C)C